2-(Piperazin-1-yl)-5-(2,2,3,3-tetrafluorocyclopropyl)pyrimidine N1(CCNCC1)C1=NC=C(C=N1)C1C(C1(F)F)(F)F